(R)-N-((6-amino-2-methylpyridin-3-yl)methyl)-3-((3-fluoro-5-methylbenzyl)amino)-4-oxo-4,6,7,8-tetrahydropyrrolo[1,2-a]pyrazine-6-carboxamide NC1=CC=C(C(=N1)C)CNC(=O)[C@H]1CCC=2N1C(C(=NC2)NCC2=CC(=CC(=C2)C)F)=O